tert-Butyl (1R,3S,5R)-3-({6-Bromo-3-[(prop-2-en-1-yloxy)methyl]pyridin-2-yl}carbamoyl)-5-[(4-iodopyrazol-1-yl)methyl]-2-azabicyclo[3.1.0]hexane-2-carboxylate BrC1=CC=C(C(=N1)NC(=O)[C@H]1N([C@@H]2C[C@@]2(C1)CN1N=CC(=C1)I)C(=O)OC(C)(C)C)COCC=C